(S)-2-{[7-(2-methylbenzyloxy)benzo[d][1,3]dioxol-4-yl]methylamino}propanamide CC1=C(COC2=CC=C(C3=C2OCO3)CN[C@H](C(=O)N)C)C=CC=C1